COC1=CC(=C(C=C1)NC(=S)NC(=O)NCC1=CC=C(C=C1)C1=NN(C=N1)C1=CC=C(C=C1)OC(F)(F)F)C 1-[(4-methoxy-2-methyl-phenyl)carbamothioyl]-3-[[4-[1-[4-(trifluoromethoxy)phenyl]-1H-1,2,4-triazol-3-yl]phenyl]methyl]urea